5-bromo-6-(3-methyl-1-butyn-1-yl)-1H-indazole BrC=1C=C2C=NNC2=CC1C#CC(C)C